N-(3-chloro-4-fluorophenyl)-3-(2-((1-hydroxy-2-methylpropan-2-yl)amino)-2-oxoacetyl)-5,6,7,8-tetrahydroindolizine-1-carboxamide ClC=1C=C(C=CC1F)NC(=O)C=1C=C(N2CCCCC12)C(C(=O)NC(CO)(C)C)=O